(3'-(4-Chlorophenyl)-6'-Hydroxy-8'-oxo-8'H-spiro[Cyclopentan-1,5'-indolizin]-7'-carbonyl)-L-Alanin ClC1=CC=C(C=C1)C1=CC=C2C(C(=C(C3(N12)CCCC3)O)C(=O)N[C@@H](C)C(=O)O)=O